N-(2-hydroxyoctadecanoyl)-4R-hydroxysphinganine OC(C(=O)N[C@H](CO)[C@H](O)C(CCCCCCCCCCCCCC)O)CCCCCCCCCCCCCCCC